3-ethylisothiazol-5-amine C(C)C1=NSC(=C1)N